ClC=1C=C(C=C(C1)Cl)NC=1C2=C(N=CN1)C=CC(=N2)N2CC1(CCN1C(=O)OC(C)(C)C)C2 tert-Butyl 6-(4-((3,5-dichlorophenyl)amino)pyrido[3,2-d]pyrimidin-6-yl)-1,6-diazaspiro[3.3]heptane-1-carboxylate